dichloro-1,4-benzoquinone ClC1=C(C(C=CC1=O)=O)Cl